3-(3'-ethoxy-4'-(7-oxo-6,7-dihydro-3H-[1,2,3]triazolo[4,5-d]pyrimidin-5-yl)-[1,1'-biphenyl]-3-yl)propanoic acid C(C)OC=1C=C(C=CC1C=1NC(C2=C(N1)NN=N2)=O)C2=CC(=CC=C2)CCC(=O)O